C(C1=CC=CC=C1)(C1=CC=CC=C1)C1=C(C(=CC(=C1)C)C(C1=CC=CC=C1)C1=CC=CC=C1)I 2,6-bis(benzhydryl)-4-methyl-phenyliodide